C(C)(C)(C)C1=C(C(C(=O)[O-])=CC(=C1)C(C)(C)C)O.[Ga+3].C(C)(C)(C)C1=C(C(C(=O)[O-])=CC(=C1)C(C)(C)C)O.C(C)(C)(C)C1=C(C(C(=O)[O-])=CC(=C1)C(C)(C)C)O gallium 3,5-di-t-butylsalicylate